O[C@@H](C(=O)NC1=C(C2=C(C(OC(C2)(C)C)(C)C)S1)C(=O)N)C(C)(C)C 2-[[(2R)-2-hydroxy-3,3-dimethyl-butyryl]amino]-5,5,7,7-tetramethyl-4H-thieno[2,3-c]pyran-3-carboxamide